C1(CCC1)CNCC=1NC2=CC(=CC=C2C1)CNC(=O)C=1N=C2N(C(C1)=O)C=CC=C2 N-[[2-[(cyclobutylmethylamino)methyl]-1H-indol-6-yl]methyl]-4-oxo-pyrido[1,2-a]pyrimidine-2-carboxamide